phenyl-2-(2'-cyanophenyl)acetylene C1(=CC=CC=C1)C#CC1=C(C=CC=C1)C#N